FC1=CC2=C(NC(=N2)N)C=C1F 5,6-difluoro-1H-benzimidazol-2-amine